C(=O)O.N[C@H]1CC=CC[C@@H]1C1=C(C2=NC(=CC(=C2S1)NCC1=CCCC1)Cl)Br 2-((1S,6S)-6-aminocyclohex-3-en-1-yl)-3-bromo-5-chloro-N-(cyclopent-1-en-1-ylmethyl)thieno[3,2-b]pyridin-7-amine formate